The molecule is a diterpenoid that is geranylgeraniol carrying an additional hydroxy substituent at position 18. It has a role as an antibacterial agent, an antineoplastic agent, an apoptosis inducer, an anti-ulcer drug, a plant metabolite, a nephroprotective agent and a vulnerary. It is a primary alcohol and a diterpenoid. CC(=CCC/C(=C/CC/C(=C/CC/C(=C/CO)/C)/CO)/C)C